tertbutyl (S)-6-benzyl-8-(hydroxymethyl)-2,6-diazaspiro[3.4]octane-2-carboxylate C(C1=CC=CC=C1)N1CC2(CN(C2)C(=O)OC(C)(C)C)[C@@H](C1)CO